8-(((2',4'-Difluoro-(1,1'-biphenyl)-4-yl)sulfonyl)methyl)-1,4-dioxaspiro[4.5]decane FC1=C(C=CC(=C1)F)C1=CC=C(C=C1)S(=O)(=O)CC1CCC2(OCCO2)CC1